Tert-butyl 4-[2-[3-[1,3-benzodioxol-5-yl (methyl)carbamoyl]phenyl]-4-cyano-5-(trifluoromethyl) pyrazol-3-yl]oxybenzoate O1COC2=C1C=CC(=C2)N(C(=O)C=2C=C(C=CC2)N2N=C(C(=C2OC2=CC=C(C(=O)OC(C)(C)C)C=C2)C#N)C(F)(F)F)C